ClC=1C=C2C(=CNC2=CC1)CCN1CCC(CC1)(COC)N(C(=O)C=1OC=CC1)C1=CC=CC=C1 N-(1-(2-(5-chloro-1H-indol-3-yl)ethyl)-4-(methoxymethyl)piperidin-4-yl)-N-phenylfuran-2-carboxamide